((5-(2-aminobenzo[d]thiazol-6-yl) pyrimidin-2-yl) methoxy) cyclopentylacetate C1(CCCC1)CC(=O)OOCC1=NC=C(C=N1)C1=CC2=C(N=C(S2)N)C=C1